CC(CCCCCCC)(C)[Si] (dimethyl-octyl)silicon